C1(CCC1)N1CCC(CC1)C=1C=C(C=2N(C(C=C(N2)C2=NN3C(C(=NC(=C3)C)CC)=C2)=O)C1)C 7-(1-cyclobutylpiperidin-4-yl)-2-(4-ethyl-6-methylpyrazolo[1,5-a]pyrazin-2-yl)-9-methyl-4H-pyrido[1,2-a]pyrimidin-4-one